D-alpha-tert-butylglycine C(C)(C)(C)[C@@H](N)C(=O)O